4-(3-Ethyl-4-methyl-5-oxo-4,5-dihydro-1H-1,2,4-triazol-1-yl)-2,5-difluorobenzoic acid tert-butyl ester C(C)(C)(C)OC(C1=C(C=C(C(=C1)F)N1N=C(N(C1=O)C)CC)F)=O